(R)-2-((1-(2-cyano-3-(isobutyl-amino)-7-methylquinoxalin-5-yl)-ethyl)amino)benzoic acid C(#N)C1=NC2=CC(=CC(=C2N=C1NCC(C)C)[C@@H](C)NC1=C(C(=O)O)C=CC=C1)C